C(C1=CC=CC=C1)OC1C=CC(C(C1OCC1=CC=CC=C1)O)COC1=CC2=CC=CC=C2C=C1 5,6-bis(benzyloxy)-2-((naphthalen-2-yloxy)methyl)cyclohex-3-en-1-ol